FC1=C(C=O)C=C(C=C1C(F)(F)F)C(F)(F)F 2-fluoro-3,5-bis(trifluoromethyl)benzaldehyde